CN(CCC=1C(=CC(N(C1)C(C(=O)N[C@@H](CC(=O)OCC)C=1C=C(C=C(C1F)C)C1=C(C=C(C=C1C)C)C)C(C)C)=O)C(F)(F)F)C (3S)-ethyl 3-(2-(5-(2-(dimethylamino)ethyl)-2-oxo-4-(trifluoromethyl)pyridin-1(2H)-yl)-3-methylbutanamido)-3-(4-fluoro-2',4',5,6'-tetramethylbiphenyl-3-yl)propanoate